5-(2-(((2S,4R)-1-((S)-2-(1-fluorocyclopropanecarboxamido)-3,3-dimethylbutanoyl)-4-hydroxypyrrolidine-2-carboxamido)methyl)-5-(4-methylthiazol-5-yl)phenoxy)pentane-1-sulfonic anhydride FC1(CC1)C(=O)N[C@H](C(=O)N1[C@@H](C[C@H](C1)O)C(=O)NCC1=C(OCCCCCS(=O)(=O)OS(=O)(=O)CCCCCOC2=C(C=CC(=C2)C2=C(N=CS2)C)CNC(=O)[C@H]2N(C[C@@H](C2)O)C([C@H](C(C)(C)C)NC(=O)C2(CC2)F)=O)C=C(C=C1)C1=C(N=CS1)C)C(C)(C)C